N1N=CC2=C1N=CC=C2C(=O)OC methyl 1H-pyrazolo[3,4-b]pyridine-4-carboxylate